neptunium-plutonium [Pu].[Np]